2-methyl-3,5,7,8-tetrahydroquinazoline-4,6-dione CC1=NC=2CCC(CC2C(N1)=O)=O